triazabicyclo[3.3.0]octa-2,4-diene N12N=NC=C2CCC1